O.O.O.O.C(C)(=S)N thioacetamide, tetrahydrate